N-(2-((S)-2-cyano-4,4-difluoropyrrolidin-1-yl)-2-oxoethyl)isonicotinamide C(#N)[C@H]1N(CC(C1)(F)F)C(CNC(C1=CC=NC=C1)=O)=O